FC1=C(C=CC(=C1)S(=O)(=O)CC1=CC(=CC=C1)[N+](=O)[O-])SC1=NC(=C(C(=N1)NC1=NNC(=C1)C)OC)N1CCOCC1 2-((2-fluoro-4-((3-nitrobenzyl)sulfonyl)phenyl)thio)-5-methoxy-N-(5-methyl-1H-pyrazol-3-yl)-6-morpholinopyrimidin-4-amine